N[C@@H](CC(=O)O)CC1=CC=C(C=C1)Cl (R)-β-amino-4-(4-chlorophenyl)-butyric acid